[(2R,3R,4R,5R)-5-[2-chloro-6-[[(1R)-1-phenylethyl]amino]-purin-9-yl]-3,4-dihydroxy-4-methyl-tetrahydrofuran-2-yl]methoxymethyl-phosphonic acid ClC1=NC(=C2N=CN(C2=N1)[C@H]1[C@]([C@@H]([C@H](O1)COCP(O)(O)=O)O)(C)O)N[C@H](C)C1=CC=CC=C1